C1=CC=CC=2C3=CC=CC=C3N(C12)C=1C(=C(C=C(C1)C)N(C1=C(C=CC=C1)C=1C(=C(C=C(C1)C)N1C2=CC=CC=C2C=2C=CC=CC12)O)CCOC)O 2'-((3-(9H-carbazol-9-yl)-2-hydroxy-5-methylphenyl)(2-methoxyethyl)amino)-3-(9H-carbazol-9-yl)-5-methyl-[1,1'-biphenyl]-2-ol